2-[3-chloro-4-(trifluoromethyl)phenoxy]-N-[(3s,6r)-6-{5-[(1s,3s)-3-(trifluoromethoxy)cyclobutyl]-1,3,4-oxadiazol-2-yl}piperidin-3-yl]acetamide ClC=1C=C(OCC(=O)N[C@@H]2CN[C@H](CC2)C=2OC(=NN2)C2CC(C2)OC(F)(F)F)C=CC1C(F)(F)F